FC=1C=C(CN2C(N(C(C23CCN(CC3)C3=CN=C2C(=N3)N(N=C2)CC(F)F)=O)C2=NC=CC(=C2)C(F)(F)F)=O)C=CC1F 1-(3,4-difluorobenzyl)-8-(1-(2,2-difluoroethyl)-1H-pyrazolo[3,4-b]pyrazin-6-yl)-3-(4-(trifluoromethyl)pyridin-2-yl)-1,3,8-triazaspiro[4.5]decane-2,4-dione